N1(N=NN=C1)C[C@H](C)OC=1C=C(C=CC1Cl)C=1C=NC(=NC1)NC=1C(=NN(C1)C1CCC(CC1)N1CCOCC1)OCCCOC([2H])([2H])[2H] 5-(3-(((S)-1-(1H-tetrazol-1-yl)propan-2-yl)oxy)-4-chlorophenyl)-N-(3-(3-(methoxy-d3)propoxy)-1-((1r,4r)-4-morpholinocyclohexyl)-1H-pyrazol-4-yl)pyrimidin-2-amine